2-chloro-5-fluoro-4-nitropyridine 1-oxide ClC1=[N+](C=C(C(=C1)[N+](=O)[O-])F)[O-]